FC=1C=C(C=CC1F)[C@H]1[C@@H](CN(C1)CCOC)NC(=O)NC1=C2C(=NN1C1=CN=NC=C1)CCC2 1-((3S,4R)-4-(3,4-difluorophenyl)-1-(2-methoxyethyl)pyrrolidin-3-yl)-3-(2-(pyridazin-4-yl)-2,4,5,6-tetrahydrocyclopenta[c]pyrazol-3-yl)urea